BrC=1C=C(C=CC1)CCN1CCC(CC1)C1=CC=C(C=C1)[N+](=O)[O-] 1-[2-(3-bromophenyl)ethyl]-4-(4-nitrophenyl)piperidine